C(C=C)(=O)O.C1(CCCO1)=O butyrolactone ACRYLATE